C(C)[Si](N1C=NC=C1)(CC)CC 1-(triethylsilyl)-1H-imidazole